6-chloro-N-[2-(2,2-difluoroethoxy)-4-(difluoromethoxy)pyrimidin-5-yl]-1H-indole-3-sulfonic acid amide ClC1=CC=C2C(=CNC2=C1)S(=O)(=O)NC=1C(=NC(=NC1)OCC(F)F)OC(F)F